6-chloro-5-[3-(3,3,3-trifluoro-2,2-dimethyl-propoxy)pyrazol-1-yl]pyrazin-2-amine ClC1=C(N=CC(=N1)N)N1N=C(C=C1)OCC(C(F)(F)F)(C)C